rac-4-hydroxypiperidine-1,3-dicarboxylic acid 1-tert-butyl 3-methyl ester COC(=O)C1CN(CCC1O)C(=O)OC(C)(C)C